CC1=C(C(=C(C[C@H](N)C(=O)O)C=C1)F)F para-methyl-2,3-di-fluoroPhenylalanine